9-(4-(pyridin-3-ylethynyl)phenyl)-1,6-diazabicyclo[6.2.0]decane-6-carboxamide N1=CC(=CC=C1)C#CC1=CC=C(C=C1)C1C2CN(CCCCN2C1)C(=O)N